(3S,4S,5S,6S)-6-((S)-2-acetoxy-1-fluoroethyl)-3,4,5-trihydroxytetrahydro-2H-pyran-2-yl acetate C(C)(=O)OC1O[C@@H]([C@H]([C@@H]([C@@H]1O)O)O)[C@H](COC(C)=O)F